COCC=1C=CC(=C2C=NC(NC12)=O)C 8-(methoxymethyl)-5-methyl-2-oxo-1,2-dihydroquinazolin